C12CN(CC(CC1)C2)C(=O)C2CC=C(CC2)C2=C(N(C=1N=CN=C(C12)N)C)C1=CC=C(C=C1)NC(C(=C)C)=O N-(4-(5-(4-(3-azabicyclo[3.2.1]octane-3-carbonyl)cyclohex-1-en-1-yl)-4-amino-7-methyl-7H-pyrrolo[2,3-d]pyrimidin-6-yl)phenyl)methacrylamide